tert-butyl-1-bromo-2-(bromomethyl)-4,5-difluorobenzene C(C)(C)(C)C=1C(=C(C=C(C1F)F)Br)CBr